FC(=C(C(F)(F)F)C(F)(F)F)F perfluoroisobutene